6-(6-chloro-8-fluoro-4-{8-methyl-3,8-diazabicyclo[3.2.1]oct-3-yl}-2-{[(2S)-1-methylpyrrolidin-2-yl]methoxy}quinazolin-7-yl)-4-methyl-5-(trifluoromethyl)pyridin-2-amine ClC=1C=C2C(=NC(=NC2=C(C1C1=C(C(=CC(=N1)N)C)C(F)(F)F)F)OC[C@H]1N(CCC1)C)N1CC2CCC(C1)N2C